(1R,3S)-3-(3-{[(3-methoxy-1-methyl-1H-pyrazol-5-yl)carbonyl]amino}-1H-pyrazol-5-yl)cyclopentyl[(2R)-4,4,4-trifluorobutan-2-yl]carbamate COC1=NN(C(=C1)C(=O)NC1=NNC(=C1)[C@@H]1C[C@@H](CC1)N(C([O-])=O)[C@H](C)CC(F)(F)F)C